CN(C1CC2(CN(C2)C(=O)C=2C=CC(=NC2)C#N)C1)C=1C2=C(N=CN1)NC=C2 5-(6-(methyl(7H-pyrrolo[2,3-d]pyrimidin-4-yl)amino)-2-azaspiro[3.3]heptane-2-carbonyl)picolinonitrile